1-(3-oxocyclobutyl)pyrene O=C1CC(C1)C1=CC=C2C=CC3=CC=CC4=CC=C1C2=C34